Hydroxyethylidenediphosphonic acid disodium salt [Na+].[Na+].OCC(P(O)(O)=O)P([O-])([O-])=O